4-(4-(4-(1-Cyclopropyl-2-(4-(methylsulfonyl)phenyl)-1H-pyrrolo[3,2-c]pyridin-6-yl)benzyl)piperazin-1-yl)-2-methylbutan-2-ol C1(CC1)N1C(=CC=2C=NC(=CC21)C2=CC=C(CN1CCN(CC1)CCC(C)(O)C)C=C2)C2=CC=C(C=C2)S(=O)(=O)C